CCC(C)C isopentan